[Zr].C(CCCCC)(=O)OCC 2-ethyl hexanoate zirconium